FC=1C(=NC(=NC1)N[C@@H]1CC[C@H](CC1)NC(OC(C)(C)C)=O)C1=CC(=NC=C1)C1(CCC1)O trans-tert-butyl (4-((5-fluoro-4-(2-(1-hydroxycyclobutyl)pyridin-4-yl)pyrimidin-2-yl)amino)cyclohexyl)carbamate